oxazol-5-ylmethyl (4-((6-methylnicotinamido)meth-yl)phenyl)carbamate CC1=NC=C(C(=O)NCC2=CC=C(C=C2)NC(OCC2=CN=CO2)=O)C=C1